O1C(CCCC1)OCC\C=C/C[C@@H]1[C@@H](C1)C=O (1R,2S)-2-[(Z)-5-tetrahydropyran-2-yloxy-pent-2-enyl]Cyclopropanecarboxaldehyde